OC=1C=C(C=C2C(C(N(C12)C)=O)=O)[N+](=O)[O-] 7-hydroxy-1-methyl-5-nitro-indoline-2,3-dione